CN(C(CCCCCCCC)CCCCCCCCCC=CCC=CCCCCC)C N,N-dimethyloctacosa-19,22-dien-9-amine